piperazine-3-carboxamide hydrochloride Cl.N1CC(NCC1)C(=O)N